2-(2-methylindol-5-yl)-6-(4-piperidinyl)thiazolo[4,5-b]pyridine hydrochloride Cl.CC=1NC2=CC=C(C=C2C1)C=1SC=2C(=NC=C(C2)C2CCNCC2)N1